3-(5-(3-fluoro-4-methyl-5-(7-(trifluoromethyl)imidazo[1,2-a]pyridine-3-carboxamido)phenyl)-1,2,4-oxadiazol-3-yl)azetidine-1-carboxylic acid methyl ester COC(=O)N1CC(C1)C1=NOC(=N1)C1=CC(=C(C(=C1)NC(=O)C1=CN=C2N1C=CC(=C2)C(F)(F)F)C)F